6-methoxythioxanthone COC=1C=C2SC=3C=CC=CC3C(C2=CC1)=O